N1CNC2=C1C=CC(=C2)C(=O)O 2,3-dihydro-1H-benzo[d]imidazole-5-carboxylic acid